3-(2-chloro-4'-((4-cyclopropylpyrimidin-2-yl)methyl)-[1,1'-biphenyl]-3-yl)piperidine-2,6-dione ClC1=C(C=CC=C1C1C(NC(CC1)=O)=O)C1=CC=C(C=C1)CC1=NC=CC(=N1)C1CC1